C(C)N(CCCC(C)NC1=CC=NC2=CC(=CC=C12)Cl)CC 4-(4-diethylamino-1-methylbutylamino)-7-chloroquinoline